C(C)(C)(C)OC(=O)NC1C(CCC(C1)F)C(=O)[O-] 2-((tert-butoxycarbonyl)amino)-4-fluorocyclohexane-1-carboxylate